NC1=NC=2C=CC=CC2C2=C1N=CN2[C@@H](CCCNC(CCCCCCCCCCCCC)=O)COCC N-[(4S)-4-(4-aminoimidazo[4,5-c]quinolin-1-yl)-5-ethoxy-pentyl]tetradecanamide